OC(CCC=1N(C=CC1)S(=O)(=O)C1=CC=C(C)C=C1)(C)C 2-(3-hydroxy-3-methylbutyl)-1-p-toluenesulfonyl-1H-pyrrole